F[C@@H]1C[C@@]2(CCCN2C1)COC=1N=C(C2=C(N1)C(=C(N=C2)C2=CC(=CC1=CC=C(C(=C21)C#C)F)O)F)N2CC(CCC2)CO 4-(2-{[(2R,7aS)-2-fluoro-hexahydro-1H-pyrrolizin-7a-yl]methoxy}-8-fluoro-4-[3-(hydroxymethyl)piperidin-1-yl]pyrido[4,3-d]pyrimidin-7-yl)-5-ethynyl-6-fluoronaphthalen-2-ol